FC1=C2C=CC=C3C(C(C4=CC=CC(=C1F)C4=C32)=O)=O 9,10-difluoro-4,5-dihydropyrene-4,5-dione